4,4'-oxybis(3-chlorobicyclo[3.2.1]-2-octene) O(C1C(=CC2CCC1C2)Cl)C2C(=CC1CCC2C1)Cl